CN(C1(CC1)C(=O)NC=1C=C2CC(CC2=C(C1)F)C=O)C 1-(Dimethylamino)-N-(7-fluoro-2-formyl-indan-5-yl)cyclopropanecarboxamide